FC1=C(C=CC=C1F)CNCC(OC)OC 1-(2,3-Difluorophenyl)-N-(2,2-dimethoxyethyl)methylamine